C1=C(C=CC2=C1SC1=C2SC2=C1C=CC(=C2)C2=CC=C(N(C1=CC=CC=C1)C1=CC=CC=C1)C=C2)C2=CC=C(N(C1=CC=CC=C1)C1=CC=CC=C1)C=C2 4,4'-(benzo[b]benzo[4,5]thieno[2,3-d]thiophene-2,7-diyl)bis(N,N-diphenylaniline)